C(N)(=O)C=1C=C(C=CC1)NC(=O)[C@H]1O[C@@]([C@@H]([C@@H]1C1=C(C(=C(C=C1)F)F)OC(F)F)C)(C(F)(F)F)C |o1:12,14,15,16| rel-(2S,3R,4R,5S)-N-(3-carbamoylphenyl)-3-[2-(difluoromethoxy)-3,4-difluorophenyl]-4,5-dimethyl-5-(trifluoromethyl)tetrahydrofuran-2-carboxamide